butyl 4-(3-((2-(2,6-dioxopiperidin-3-yl)-1,3-dioxoisoindolin-4-yl)amino)propyl)piperazine-1-carboxylate O=C1NC(CCC1N1C(C2=CC=CC(=C2C1=O)NCCCN1CCN(CC1)C(=O)OCCCC)=O)=O